C(=O)(OC(C)(C)C)N[C@@H](CC1=CC(=CC=C1)Cl)C(=O)O Boc-3-chloro-L-phenylalanine